N-[(4,5-dichloro-2-hydroxyphenyl)[1-(2-methylpropanoyl)piperidin-4-yl]methyl]-2-methylpropane-2-sulfinamide ClC1=CC(=C(C=C1Cl)C(NS(=O)C(C)(C)C)C1CCN(CC1)C(C(C)C)=O)O